(E)-4-chloro-N-(4-(8-(4-chloro-6-ethynyl-1,2-dimethyl-1H-benzo[d]imidazol-5-yl)indolizine-3-carbonyl)-2,6-difluorophenyl)but-2-enamide ClC/C=C/C(=O)NC1=C(C=C(C=C1F)C(=O)C1=CC=C2C(=CC=CN12)C1=C(C2=C(N(C(=N2)C)C)C=C1C#C)Cl)F